C1(CC1)C=1N=NN(C1)[C@H](C(=O)N1[C@@H](C[C@H](C1)O)C(=O)NCC1=NC=C(C=C1)N1CCCC1)C(C)(C)C (2S,4r)-1-[(2S)-2-(4-cyclopropyl-triazol-1-yl)-3,3-dimethyl-butyryl]-4-hydroxy-N-[(5-pyrrolidin-1-yl-2-pyridinyl)methyl]pyrrolidine-2-carboxamide